O=C1C(C(CCC1)=O)CC1C(CCCC1=O)=O 2-[(2,6-dioxocyclohexyl)methyl]cyclohexane-1,3-dione